CC(C#C)(CCCC(CCCC(C)C)C)O 3,7,11-trimethyl-dodecyn-3-ol